Dicyclohexyl-(3,5-difluorophenyl)phosphonium tetraphenylborate C1(=CC=CC=C1)[B-](C1=CC=CC=C1)(C1=CC=CC=C1)C1=CC=CC=C1.C1(CCCCC1)[PH+](C1=CC(=CC(=C1)F)F)C1CCCCC1